tert-Butyl (6-fluoro-1-methylisoquinolin-5-yl)carbamate FC=1C(=C2C=CN=C(C2=CC1)C)NC(OC(C)(C)C)=O